2-(N-(1-(2-fluoro-1-(naphthalen-1-yl)ethyl)piperidin-4-yl)methylsulfonamido)-N-(2-oxo-2-(prop-2-yn-1-ylamino)ethyl)acetamide FCC(C1=CC=CC2=CC=CC=C12)N1CCC(CC1)N(S(=O)(=O)C)CC(=O)NCC(NCC#C)=O